CC=1C=C(C=CC1)C=1C=CC2=CN(N=C2C1)CCCN(C)C 3-(6-(3-methylphenyl)-2H-indazol-2-yl)-N,N-dimethylpropan-1-amine